2,2'-((((1-(4-(oxiran-2-ylmethoxy)phenyl)ethane-1,1-diyl)bis(2-iodo-4,1-phenylene))bis(oxy))bis(methylene))bis(oxirane) O1C(C1)COC1=CC=C(C=C1)C(C)(C1=CC(=C(C=C1)OCC1OC1)I)C1=CC(=C(C=C1)OCC1OC1)I